C(C1=CC=CC=C1)C(C(=O)C1=CC=C(C=C1)N1CCOCC1)(CC)N(C)C 2-Benzyl-2-dimethylamino-1-(4-morpholinophenyl)-butan-1-on